8,9-dihydroxy-eicosadienoic acid OC(CCC=CC=CC(=O)O)C(CCCCCCCCCCC)O